NC1=NC=CC(=N1)OC1=CC(=C(C=C1)N1C(N(CC1=O)C1=CC(=C(C=C1)F)OC(F)(F)F)=O)CC 3-{4-[(2-amino-4-pyrimidinyl)oxy]-2-ethylphenyl}-1-[4-fluoro-3-(trifluoromethoxy)phenyl]-2,4-imidazolidinedione